(3-hydroxy-8-aza-bicyclo[3.2.1]oct-8-yl)-methanone OC1CC2CCC(C1)N2C=O